tri-n-hexyl-(2-methoxyethoxy)silane 4-(benzyloxy)-3-(5-(1-((2-(trimethylsilyl)ethoxy)methyl)-1H-tetrazol-5-yl)pyridin-3-yl)phenyl-benzylcarbamate C(C1=CC=CC=C1)OC1=C(C=C(C=C1)N(C(O)=O)CC1=CC=CC=C1)C=1C=NC=C(C1)C1=NN=NN1COCC[Si](C)(C)C.C(CCCCC)[Si](OCCOC)(CCCCCC)CCCCCC